C1=CC=CC=2C3=CC=CC=C3C(C12)COC(=O)N[C@@](C(=O)OCC)(CCOCCOCCOCCNC1=CC=C(C2=NON=C21)[N+](=O)[O-])CC ethyl (R)-2-((((9H-fluoren-9-yl)methoxy)carbonyl)amino)-2-ethyl-4-(2-(2-(2-((7-nitrobenzo[c][1,2,5]oxadiazol-4-yl)amino)ethoxy)ethoxy)ethoxy)butanoate